ClC1=C2CCN=CC2=CC(=C1OCCCl)Cl 5,7-dichloro-6-(2-chloroethoxy)-3,4-dihydroisoquinoline